(3S,6S,7aS,8aR,9aR)-3-(3-(4-((R)-3-methoxy-pyrrolidin-1-yl)pyridin-3-yl)azetidine-1-carbonyl)-5-oxodeca-hydro-1H-cyclopropa[d]pyrrolo[1,2-a]azocin CO[C@H]1CN(CC1)C1=C(C=NC=C1)C1CN(C1)C(=O)[C@@H]1CC[C@H]2N1C(CC[C@@H]1[C@@H](C2)C1)=O